C(C=C)(=O)O.C(C=C)(=O)O.C(C=C)(=O)O.OC(O)(O)O tetrahydroxymethane triacrylate